BrC1=NC=CC(=C1)NCC=1N=C2N(C=C(C=C2C(C)=O)C2CC2)C1 1-(2-(((2-bromopyridin-4-yl)amino)methyl)-6-cyclopropylimidazo[1,2-a]pyridin-8-yl)ethan-1-one